FC=1C=C2C(=C(COC2=CC1)CN1CCN(CC1)C)C1=CC=C(C=C1)F 1-((6-fluoro-4-(4-fluorophenyl)-2H-chromen-3-yl)methyl)-4-methylpiperazine